C(C)(C)(C)C1=NC=C(C=N1)C(=O)NC=1C(=NC=NC1C1OCC(CC1)(F)F)C1=C(C=CC(=C1)F)F 2-(tert-butyl)-N-(4-(2,5-difluorophenyl)-6-(5,5-difluorotetrahydro-2H-pyran-2-yl)pyrimidin-5-yl)pyrimidine-5-carboxamide